C(N)(=N)C=1C=C(SC1)[C@@H](C)NC(=O)[C@H]1N(CC2(OCCO2)C1)C(CNC(=O)C=1C=CC=2C(C3=CC(=CC=C3C2C1)F)(F)F)=O (8S)-N-[(1R)-1-(4-carbamimidoylthiophen-2-yl)ethyl]-7-{2-[(7,9,9-trifluorofluoren-3-yl)formamido]acetyl}-1,4-dioxa-7-azaspiro[4.4]nonane-8-carboxamide